(R)-3-(2-bromoacetyl)-3-fluoro-piperidine-1-carboxylic acid tert-butyl ester C(C)(C)(C)OC(=O)N1C[C@@](CCC1)(F)C(CBr)=O